5-[methyl-(2-methylbenzyl)amino]-2-pyridin-2-yl-4,5,6,7-tetrahydro-2H-indazol-3-ol hydrochloride Cl.CN(C1CC2=C(N(N=C2CC1)C1=NC=CC=C1)O)CC1=C(C=CC=C1)C